2-(phenylmethylene)-octanal C1(=CC=CC=C1)C=C(C=O)CCCCCC